N1-5-Phospho-alpha-D-ribosyl-5-hydroxybenzimidazole P(=O)(O)(O)OC[C@@H]1[C@H]([C@H]([C@H](O1)N1C=NC2=C1C=CC(=C2)O)O)O